FC=1C=C2C=3C(=CN(C2=CC1N1CCNCC1)CC)C1=CC=C(C=C1N3)Cl 2-fluoro-9-chloro-3-piperazin-1-yl-5-ethyl-5H-indolo[3,2-c]quinoline